N=S1(CCC(CC1)C(=O)O[C@H]1[C@H](NC[C@@H]1O)CC1=CC=C(C=C1)OC)=O (2R,3S,4S)-4-hydroxy-2-[(4-methoxyphenyl)methyl]pyrrolidin-3-yl (1r)-1-imino-1-oxo-1lambda6-thiane-4-carboxylate